ClCC(=O)C1NCCCC1 2-(2-chloroacetyl)piperidine